tert-Butyl 2-(2-(2-(4-(5-((R)-1-(3,5-Dichloropyridin-4-yl)ethoxy)-1-(tetrahydro-2H-pyran-2-yl)-1H-indazol-3-yl)-1H-pyrazol-1-yl)ethoxy)ethoxy)acetate ClC=1C=NC=C(C1[C@@H](C)OC=1C=C2C(=NN(C2=CC1)C1OCCCC1)C=1C=NN(C1)CCOCCOCC(=O)OC(C)(C)C)Cl